dihydro-4-oxo-5-azabenzo-1,2,3-triazin O=C1NNNC2=C1N=CC=C2